ClC=1C=C(C=CC1)[C@@H]1[C@H](C1)C(=O)NC1=NC=NC(=C1)NCC1=NN2C(C=C(C=C2N2C(OCC2)=O)C2CC2)=C1 (1S,2S)-2-(3-chlorophenyl)-N-(6-(((5-cyclopropyl-7-(2-oxooxazolidin-3-yl)pyrazolo[1,5-a]pyridin-2-yl)methyl)amino)pyrimidin-4-yl)cyclopropane-1-carboxamide